(3S)-1-(5-{6-[(3S,4S)-4-amino-3-methyl-2-oxa-8-azaspiro[4.5]decan-8-yl]-1H-pyrazolo[3,4-b]pyrazin-3-yl}-5,6,7,8-tetrahydro-1,5-naphthyridin-2-yl)pyrrolidin-3-ol N[C@@H]1[C@@H](OCC12CCN(CC2)C2=CN=C1C(=N2)NN=C1N1C=2C=CC(=NC2CCC1)N1C[C@H](CC1)O)C